O1C(=CC=C1)C=1C=C(C=CC1)[C@@H](CO)NC(OC(C)(C)C)=O (S)-tert-butyl (1-(3-(furan-2-yl)phenyl)-2-hydroxyethyl)carbamate